FC(OC1=C(C(=O)OC)C=C(C=C1)F)F methyl 2-(difluoromethoxy)-5-fluorobenzoate